CN1C=NC2=C1C=C(C(=C2)C2=CC=CN1C=CC=C21)C 8-(1,6-dimethyl-1H-1,3-benzodiazol-5-yl)indolizine